5-CHLORO-6-HYDROXYPYRIDIN-3-YLBORONIC ACID ClC=1C=C(C=NC1O)B(O)O